5-chloro-3-(6-(pyrrolidin-3-yl)pyridin-2-yl)pyrazolo[1,5-a]pyridine ClC1=CC=2N(C=C1)N=CC2C2=NC(=CC=C2)C2CNCC2